2-((1-((1-Methyl-1H-imidazol-4-yl)sulfonyl)piperidin-4-yl)amino)-4-(1-(2-methyl-6-((methylamino)methyl)pyridin-3-yl)-1H-pyrazol-4-yl)pyrimidine-5-carbonitrile CN1C=NC(=C1)S(=O)(=O)N1CCC(CC1)NC1=NC=C(C(=N1)C=1C=NN(C1)C=1C(=NC(=CC1)CNC)C)C#N